FC1=C(C=CC=C1)C1=NC=C(C(=N1)O)C(=O)O 2-o-fluorophenyl-4-hydroxy-5-pyrimidinecarboxylic acid